C1(CC1)C=1C=CC(=NC1)C(=O)OC methyl 5-cyclopropylpicolinate